(Z)-3-((3,3-dibutyl-5-(4-hydroxyphenyl)-7-(methylsulfanyl)-1,1-dioxido-2,3,4,5-tetrahydro-1,5-benzothiazepin-8-yl)oxy)-2-fluoroacrylic acid C(CCC)C1(CS(C2=C(N(C1)C1=CC=C(C=C1)O)C=C(C(=C2)O\C=C(\C(=O)O)/F)SC)(=O)=O)CCCC